ClC=1C=C(C=C(C1[C@H]1N([C@@H](CC2=C1NC1=CC=CC=C21)C)CC(C)(C)F)Cl)/C=C/C(=O)O (E)-3-(3,5-dichloro-4-((1r,3r)-2-(2-fluoro-2-methylpropyl)-3-methyl-2,3,4,9-tetrahydro-1H-pyrido[3,4-b]indol-1-yl)phenyl)acrylic acid